CN1N=CC=2C=3C=CC=4NN=C(/C=C/C=5C=CC=CC5O[C@@H]5CCN(CCOC12)C5=O)C4C3 (13R,21E)-5-methyl-7,14-dioxa-4,5,10,24,25-pentazahexacyclo[21.5.2.110,13.02,6.015,20.026,30]hentriaconta-1(29),2(6),3,15(20),16,18,21,23,26(30),27-decaen-31-one